(R)-3-(((6-(4-chloro-3-fluorophenyl)-1,2,3,4-tetrahydroisoquinolin-1-yl)methyl)amino)isonicotinic acid ClC1=C(C=C(C=C1)C=1C=C2CCN[C@H](C2=CC1)CNC1=C(C(=O)O)C=CN=C1)F